C(CN([C@@H](CCC(N)=O)C(=O)O)CC(=O)O)(=O)O glutamine-N,N-diacetic acid